C(C)C1(COC1)COCC1CCC(CC1)C1CCC(CC1)COCC1(COC1)CC 4,4'-bis[(3-ethyl-3-oxetanyl)methoxymethyl]bicyclohexane